7,8-dimethyl-3-methylenenona-1,6-diene CC(=CCCC(C=C)=C)C(C)C